C(C)(C)(C)OC(COCCOCCOCCOCCOCCOCC1=CC=CC=C1)=O 1-phenyl-2,5,8,11,14,17-hexaoxanonadecane-19-oic acid tert-butyl ester